C1(CC1)CCC(C(=O)O)=O 4-cyclopropyl-2-oxobutyric acid